OCCOCCC1=CC=C(C=C1)C(C)O L-4-hydroxyethyl-oxyethyl-1-hydroxyethyl-benzene